C(#N)N1CC(CC1)CC(=O)NC=1N=C2N(C=C(C=C2)C=2C(=NOC2C)C)C1 2-(1-cyanopyrrolidin-3-yl)-N-(6-(3,5-dimethylisoxazol-4-yl)imidazo[1,2-a]pyridin-2-yl)acetamide